N4-(benzo[d]oxazol-2(3H)-on-5-yl)-N2-(6-(4-trifluoromethoxycarbonylpiperazin-1-yl)pyridin-3-yl)-5-methylpyrimidine-2,4-diamine O1C(NC2=C1C=CC(=C2)NC2=NC(=NC=C2C)NC=2C=NC(=CC2)N2CCN(CC2)C(=O)OC(F)(F)F)=O